O=CCCC(=O)C1N(CCC1)N 4-oxo-butyryl-pyrrolidineamine